NCCC=1NC=CN1 (2-aminoethyl)imidazole